ClC(OC1=CC=C(C=C1)NC(C1=CN=C(C(=C1)C=1C=C2C(=NC1)CC1=C2N(N=C1)C(C)C)N1C[C@@H](CC1)F)=O)(F)F (R)-N-(4-(chlorodifluoromethoxy)phenyl)-6-(3-fluoropyrrolidin-1-yl)-5-(1-isopropyl-1,4-dihydroPyrazolo[3',4':3,4]cyclopenta[1,2-b]pyridin-7-yl)nicotinamide